(1,2-dihydroxyindol-3-yl)iminourea ON1C(=C(C2=CC=CC=C12)N=NC(=O)N)O